C[C@@H]1O[C@@H](CN(C1)C1=CC=CC(=N1)C1=NC2=CC(=NC=C2C=C1)CNC(C1=CC(=C(C=C1)F)S(=O)(=O)CCO)=O)C N-((2-(6-((cis)-2,6-dimethylmorpholino)pyridin-2-yl)-1,6-naphthyridin-7-yl)methyl)-4-fluoro-3-((2-hydroxyethyl)sulfonyl)benzamide